C(C)N(CCCNC(=O)C1=CC2=C(N3C(S2)=NC(=C3)C3=C(C=C(C=C3)C=O)F)C=C1)CC N-(3-(diethylamino)propyl)-2-(2-fluoro-4-formylphenyl)benzo[d]imidazo[2,1-b]thiazole-7-carboxamide